CS(=O)(=O)O[C@H](COCCOCCC=1N(C=C(N1)C1=NN(C2=CC=C(C=C12)O[Si](C)(C)C(C)(C)C)C1OCCCC1)C)C [(1S)-2-[2-[2-[4-[5-[tert-butyl(dimethyl)silyl]oxy-1-tetrahydropyran-2-yl-indazol-3-yl]-1-methyl-imidazol-2-yl]ethoxy]ethoxy]-1-methyl-ethyl] methanesulfonate